2-amino-4-(butylamino)-6-(4-(pyrrolidin-1-ylmethyl)benzyl)pyrimido[4,5-d]pyridazin-5(6H)-one NC=1N=C(C2=C(C=NN(C2=O)CC2=CC=C(C=C2)CN2CCCC2)N1)NCCCC